2-(3-acetamidophenyl)acetate C(C)(=O)NC=1C=C(C=CC1)CC(=O)[O-]